S1C2=C(C(=C1)C=1C=C(C=CC1)[C@H](C(=O)N1CC3=C(CCC1)N=C(NC3=O)C3(CC3)C3=CC(=CC=C3)C3CCCCC3)O)C=CC=C2 (R)-6-(2-(3-(benzo[b]thiophen-3-yl)phenyl)-2-hydroxyacetyl)-2-(1-(3-cyclohexylphenyl)cyclopropyl)-3,5,6,7,8,9-hexahydro-4H-pyrimido[5,4-c]azepin-4-one